[C@H]1(CCC2=CC=CC=C12)NC(C=C)=O N-[(1R)-2,3-dihydro-1H-inden-1-yl]prop-2-enamide